methyl (2R)-3-[2-(8-chloro-4-oxo-chroman-2-yl)-5-(trifluoromethyl)phenoxy]-2-(ethylsulfamoylamino)propanoate ClC=1C=CC=C2C(CC(OC12)C1=C(OC[C@H](C(=O)OC)NS(NCC)(=O)=O)C=C(C=C1)C(F)(F)F)=O